C1(CCC(N1C(C(=O)O)CC(=O)O)=O)=O.C(CCC(=O)O)(=O)ON1C(CCC1=O)=O succinimidyl succinate (succinimidyl succinate)